3-cyclopropyl-N6-(2-ethylbutyl)-N8-(6-methoxypyridazin-3-yl)-[1,2,4]triazolo[4,3-b]pyridazine-6,8-diamine C1(CC1)C1=NN=C2N1N=C(C=C2NC=2N=NC(=CC2)OC)NCC(CC)CC